FC(C(C(C(C(C(C(C(C(C(F)(F)F)(F)F)(F)F)(F)F)(F)F)(F)F)(F)F)(F)F)(F)F)([Si](N(C(F)(F)F)C(F)(F)F)(N(C(F)(F)F)C(F)(F)F)N(C(F)(F)F)C(F)(F)F)F Perfluorodecyl-Tris(dimethylamino)silane